2-[3-(hydroxymethyl)-4-[1-methyl-5-[[5-(1-methylazetidin-3-yl)-2-pyridyl]amino]-6-oxo-3-pyridyl]-2-pyridyl]-3,4,6,7,8,9-hexahydropyrido[3,4-b]indolizin-1-one OCC=1C(=NC=CC1C1=CN(C(C(=C1)NC1=NC=C(C=C1)C1CN(C1)C)=O)C)N1C(C=2C=C3CCCCN3C2CC1)=O